C(C)(C)C1=NC=CC=C1C1=NC=C(C(=N1)OCC12C3C4C5(C3C1C5C24)C=2N(C=C(N2)C(F)(F)F)C)OC 2-(2-isopropylpyridin-3-yl)-5-methoxy-4-((4-(1-methyl-4-(trifluoromethyl)-1H-imidazol-2-yl)cuban-1-yl)methoxy)pyrimidine